COC=1C=C2C(=CC=NC2=CC1OC)OC1=C(C(=C(C=C1)N1C(N(CC1=O)C=1C=NC=C(C1)C(F)(F)F)=O)C)CC 3-{4-[(6,7-dimethoxy-4-quinolinyl)oxy]-3-ethyl-2-methylphenyl}-1-[5-(trifluoromethyl)-3-pyridinyl]-2,4-imidazolidinedione